[2-(sulfooxy)ethyl]sulfonic acid S(=O)(=O)(O)OCCS(=O)(=O)O